2-fluoro-6-[(4-acetoxybenzyl)amino]-9-(tetrahydrofuran-2-yl)-9H-purine FC1=NC(=C2N=CN(C2=N1)C1OCCC1)NCC1=CC=C(C=C1)OC(C)=O